BrC1=NC=CC(=C1)C1=NOC(=C1)C(C)N1C(C2=CC=CC=C2C1=O)=O 2-(1-(3-(2-bromopyridin-4-yl)isoxazol-5-yl)ethyl)isoindoline-1,3-dione